CC1CC(N(C1)C(=O)[O-])C(=O)[O-] 4-methylpyrrolidine-1,2-dicarboxylate